N1=C(C=CC=C1)C1=CC2=CC=CC=C2C=C1 2-(pyridin-2-yl)naphthalene